7-isopropyl-1,4a-dimethyl-1,2,3,4,4a,4b,5,6,10,10a-decahydrophenanthrene-1-carboxylic acid C(C)(C)C=1CCC2C3(CCCC(C3CC=C2C1)(C(=O)O)C)C